ClP1(OC=CO1)=O 2-chloro-1,3,2-dioxaphospholine-2-oxide